O(C1=CC=CC=C1)[Si](OC1=CC=CC=C1)OC1=CC=CC=C1 triphenoxysilicon